COCCOCCOCC=1C=C2C=C(NC2=C(C1)NC1CCOCC1)C1=CC=CC=C1 5-[2-(2-methoxyethoxy)ethoxymethyl]-2-phenyl-N-tetrahydropyran-4-yl-1H-indol-7-amine